CC1=C(C=CC(=C1)C)C1CC2(CN(C2)C(=O)C2CC3(C2)NC(OC3)=O)C1 (2s,4s)-2-(6-(2,4-dimethylphenyl)-2-azaspiro[3.3]heptane-2-carbonyl)-7-oxa-5-azaspiro[3.4]octan-6-one